FC1=C(CN2N=C(C=CC2=O)C=2C=NC(=NC2)OCC(F)(F)F)C(=CC=C1)F 2-(2,6-difluorobenzyl)-6-(2-(2,2,2-trifluoroethoxy)pyrimidin-5-yl)pyridazin-3(2H)-one